FS(=O)(=O)[C@@H]1C[C@H](N(C1)C)C(=O)OC methyl (2S,4R)-4-(fluorosulfonyl)-1-methylpyrrolidine-2-carboxylate